C(CCC#C)OCCC#N 3-pent-4-ynyloxypropionitrile